1-benzyl-3-butyl-imidazole chloride [Cl-].C(C1=CC=CC=C1)N1CN(C=C1)CCCC